tert-butyl N-(5-bromoindan-2-yl)carbamate BrC=1C=C2CC(CC2=CC1)NC(OC(C)(C)C)=O